C(CC)(=O)OC(C)(C)C tertbutyl propionate